2,3-diethyl-2,3-diphenylaminooctane C(C)C(C)(C(CCCCC)(NC1=CC=CC=C1)CC)NC1=CC=CC=C1